tert-butyl 4-[4-[(2,6-dioxo-3-piperidyl)amino]-2-hydroxy-phenyl]piperidine-1-carboxylate O=C1NC(CCC1NC1=CC(=C(C=C1)C1CCN(CC1)C(=O)OC(C)(C)C)O)=O